COC=1C(=CC=2C3=C(C=NC2C1)N(C(N3CC3=CC=C(C=C3)S(=O)(=O)N)=O)C)OC 4-((7,8-dimethoxy-3-methyl-2-oxo-2,3-dihydro-1H-imidazo[4,5-c]quinolin-1-yl)methyl)benzenesulfonamide